(S)-6-iodo-2,3-dihydrobenzofuran-3-amine IC1=CC2=C([C@@H](CO2)N)C=C1